C(C1=CC=CC=C1)N(CC(C)N)C[Si](C)(C)C N1-benzyl-N1-(trimethylsilylmethyl)propane-1,2-diamine